1-(3,5-dimethylpyrazin-2-yl)ethanone CC=1C(=NC=C(N1)C)C(C)=O